3-[[[2-(hydroxyamino)-2-oxo-ethyl]-(p-tolyl-methyl)amino]methyl]benzoic acid ONC(CN(CC1=CC=C(C=C1)C)CC=1C=C(C(=O)O)C=CC1)=O